CN1C(=NC=C1C1=CC(=C(C=C1)NC=1N=CC2=CC=CC(=C2C1)C=1C=NN(C1)C)OC)C N-(4-(1,2-dimethyl-1H-imidazol-5-yl)-2-methoxyphenyl)-5-(1-methyl-1H-pyrazol-4-yl)isoquinolin-3-amine